O[C@@H]1C[C@@]2(C(C[C@H]3[C@@H]4CC[C@H]([C@@H](CCCC(C)C)C)[C@]4(CC[C@@H]3[C@]2(CC1)C)C)=O)O 3b,5α-dihydroxy-cholestan-6-one